C12CN(CC(N1)C2)C2=CC=C(C=N2)C=2C=1N(C=C(C2)OCC(C)(C)O)N=CC1C#N 4-[6-(3,6-Diazabicyclo[3.1.1]hept-3-yl)-3-pyridinyl]-6-(2-hydroxy-2-methyl-propoxy)pyrazolo[1,5-a]pyridine-3-carbonitrile